methyl 5-[[(3R)-1-tert-butoxycarbonyl-3-piperidyl]-(6-chloro-8-methyl-1-isoquinolyl)carbamoyl]pyridine-2-carboxylate C(C)(C)(C)OC(=O)N1C[C@@H](CCC1)N(C(=O)C=1C=CC(=NC1)C(=O)OC)C1=NC=CC2=CC(=CC(=C12)C)Cl